FC(=C(Cl)Cl)F 1,1-difluoro-2,2-dichloro-ethylene